ClC1=C(C=NC(=C1)N1CCC2(C(N3[C@H](O2)CC[C@H]3C3=CC=CC=C3)=O)CC1)C(=O)OC methyl 4-chloro-6-[(5'S,7a'R)-3'-oxo-5'-phenyltetrahydro-1H,3'H-spiro[piperidine-4,2'-pyrrolo[2,1-b][1,3]oxazol]-1-yl]pyridine-3-carboxylate